(2r,3r)-3-(3,4-dimethoxybenzyl)-4-hydroxy-2-(4-hydroxy-3-methoxybenzyl)-N-(2-morpholinoethyl)butanamide COC=1C=C(C[C@H]([C@H](C(=O)NCCN2CCOCC2)CC2=CC(=C(C=C2)O)OC)CO)C=CC1OC